tert-butyl ((S)-1-(2-cyano-5-(((S)-1-cyclopropylethyl)carbamoyl)-3-(3-(difluoromethoxy)phenyl)pyridin-4-yl)-3-methylpyrrolidin-3-yl)carbamate C(#N)C1=NC=C(C(=C1C1=CC(=CC=C1)OC(F)F)N1C[C@@](CC1)(C)NC(OC(C)(C)C)=O)C(N[C@@H](C)C1CC1)=O